C(=O)(OC(C)(C)C)C([C@H](OC=1C=CC(=NC1Cl)C1=CC(=NC=C1)NC(OC)=O)N)(CC(C)C)C (S)-methyl (5-((2-Boc-amino-2,4-dimethylpentyl)oxy)-6-chloro-[2,4'-bipyridin]-2'-yl)carbamate